FC=1C=C2C(C(=C(C(C2=CC1)=O)CC1=CC=C(C(=N1)C#N)C(F)(F)F)C)=O 6-((6-fluoro-3-methyl-1,4-dioxo-1,4-dihydronaphthalen-2-yl)methyl)-3-(trifluoromethyl)picolinonitrile